4-(3-(3-aminopropyl)-1,4-diazepan-1-yl)-6,7-dimethoxyquinoline-3-carbonitrile NCCCC1CN(CCCN1)C1=C(C=NC2=CC(=C(C=C12)OC)OC)C#N